4-(5-methyloxazolo[4,5-b]pyridin-2-yl)piperazine CC1=CC=C2C(=N1)N=C(O2)N2CCNCC2